N-[4-(4-fluoro-phenyl)-thiazol-2-yl]-benzene-1,4-diamine FC1=CC=C(C=C1)C=1N=C(SC1)NC1=CC=C(C=C1)N